N'-tetramethylethylethylenediamine CC(C)C(C)(C)NCCN